(2S,3S,4R,5R)-3,4-Dihydroxy-N-(methyl-d3)-5-(6-((methyl-d3)-amino)-2-(5-(propan-1-yn-1-yl)pyridin-3-yl)-9H-purin-9-yl)tetrahydrofuran-2-carboxamide O[C@@H]1[C@H](O[C@H]([C@@H]1O)N1C2=NC(=NC(=C2N=C1)NC([2H])([2H])[2H])C=1C=NC=C(C1)C#CC)C(=O)NC([2H])([2H])[2H]